(2S,4R)-4-hydroxy-1-((S)-3-methyl-2-(methylamino)butanoyl)-N-(4-(4-methylthiazol-5-yl)benzyl)pyrrolidine-2-carboxamide, hydrochloride Cl.O[C@@H]1C[C@H](N(C1)C([C@H](C(C)C)NC)=O)C(=O)NCC1=CC=C(C=C1)C1=C(N=CS1)C